ClC1=CC=C(C=C1)C=1N=C2SC=CN2C1C=1N=C(SC1)CC1=CC(=C(C=C1)Cl)Cl 6-(4-Chlorophenyl)-5-(2-(3,4-dichlorobenzyl)thiazol-4-yl)imidazo[2,1-b]thiazole